ethylenedithiodipropanesulfonic acid sodium salt [Na+].C(CSCCCS(=O)(=O)[O-])SCCCS(=O)(=O)[O-].[Na+]